ClC1=NC(=C(C(=O)OC)C(=C1C)C)C#N methyl 6-chloro-2-cyano-4,5-dimethylnicotinate